7-amino-3-methyl-6-(5-methyl-1H-indazol-4-yl)-2-((5-methylpyrimidin-2-yl)amino)-5-oxo-5,6-dihydro-1,6-naphthyridine-8-carboxylic acid ethyl ester C(C)OC(=O)C1=C(N(C(C=2C=C(C(=NC12)NC1=NC=C(C=N1)C)C)=O)C1=C2C=NNC2=CC=C1C)N